Cl.C12(CC3CC(CC(C1)C3)C2)N 1-adamantanamine HCl